OC1=C2C(C(=C(OC2=CC=C1)C1=CC=CC=C1)O)=O dihydroxy-flavone